[Na+].C(C=C)C(=O)[O-] allyl-carboxylic acid sodium salt